rubidium methyl anthracenedisulfonate C=1(C(=CC=C2C=C3C=CC=CC3=CC12)S(=O)(=O)[O-])S(=O)(=O)OC.[Rb+]